(1R)-1-[3-(difluoromethyl)-2-fluorophenyl]Ethan-1-amine hydrochloride Cl.FC(C=1C(=C(C=CC1)[C@@H](C)N)F)F